1-Undecyl-3-Methylpyridinium methansulfonat CS(=O)(=O)[O-].C(CCCCCCCCCC)[N+]1=CC(=CC=C1)C